CC1=C(C=CC=2N(C=NC21)C2=NC(OC1=C2C=CC(=C1)C)(CSC)C)C 4-(4,5-dimethyl-1H-benzo[d]imidazol-1-yl)-2,7-dimethyl-2-((methylthio)methyl)-2H-benzo[e][1,3]oxazine